BrC=1C=CC(=C(C1)C#CC1=CN=C(C2=CC=CC=C12)C(=O)O)NS(=O)(=O)C=1C(=CC=C2C=CC=NC12)C 4-{2-[5-bromo-2-(7-methylquinoline-8-sulfonamido)phenyl]ethynyl}isoquinoline-1-carboxylic acid